4-azido-4-deoxy-D-glucose N(=[N+]=[N-])[C@@H]([C@@H]([C@H](C=O)O)O)[C@H](O)CO